ethyl 1-(5-bromo-3-nitropyridin-2-yl)-4-methyl-1H-pyrrole-2-carboxylate BrC=1C=C(C(=NC1)N1C(=CC(=C1)C)C(=O)OCC)[N+](=O)[O-]